tert-butyl ((2S)-4-(butylsulfonimidoyl)-1-(methylsulfonamido)-1-oxobutan-2-yl)carbamate C(CCC)S(=O)(=N)CC[C@@H](C(=O)NS(=O)(=O)C)NC(OC(C)(C)C)=O